[I-].N1C=CC2=CC=C3C(=C12)C=CC=C3 Benzoindole iodide salt